tert-butyl (3-((2-(2,6-dioxopiperidin-3-yl)-1,3-dioxoisoindolin-5-yl)oxy)propyl)(methyl)carbamate O=C1NC(CCC1N1C(C2=CC=C(C=C2C1=O)OCCCN(C(OC(C)(C)C)=O)C)=O)=O